C(#N)C1=CC=C(C(=S)SC(C)(C)C#N)C=C1 2-cyano-2-propyl 4-cyanobenzodithioate